CC=1N(C2=CC=CC=C2C1C(=O)OC)[C@@H](C=O)C (R)-methyl 2-methyl-1-(1-oxopropan-2-yl)-1H-indole-3-carboxylate